ethyl N-(chloroformyl)-N-ethylglycinate ClC(=O)N(CC(=O)OCC)CC